COC(C1=C(C=C(C(=C1)C1CC1)COCC1(CN(C1)[C@H](CC)C1=CC(=CC(=C1)Cl)Cl)F)F)=O (R)-5-cyclopropyl-4-(((1-(1-(3,5-dichlorophenyl)propyl)-3-fluoroazetidin-3-yl)methoxy)methyl)-2-fluorobenzoic acid methyl ester